FC(C1=CC=C(C=C1)OP(OC1=CC=C(C=C1)C(F)(F)F)(O)=O)(F)F di(4-trifluoromethyl-phenyl)phosphoric acid